Methyl Ether Triacetate C(C)(=O)O.C(C)(=O)O.C(C)(=O)O.COC